3,3-difluoro-6-(pyridin-4-yl)indolin-2-one FC1(C(NC2=CC(=CC=C12)C1=CC=NC=C1)=O)F